methoxycarboxymethyl-uracil COC1=C(C(NC(N1)=O)=O)CC(=O)O